1-{1-[(p-methoxyphenyl)methyl]-3-azetidinyl}-1H-1,7-diazainden COC1=CC=C(C=C1)CN1CC(C1)N1C=CC2=CC=CN=C12